2-methoxy-N,N-dimethylethan-1-amine COCCN(C)C